5-bromo-2-(4-fluoro-2-methyl-phenoxy)-4-methyl-pyridine-3-carbonitrile BrC=1C(=C(C(=NC1)OC1=C(C=C(C=C1)F)C)C#N)C